ClC=1C(=C(C=CC1Cl)NC1=NC=NC2=CC(=C(C=C12)OC1CCN(CC1)CC=1C=C2CN(C(C2=CC1)=O)C1C(NC(CC1)=O)=O)OC)F 3-(5-((4-((4-((3,4-dichloro-2-fluorophenyl)amino)-7-methoxyquinazolin-6-yl)oxy)piperidine-1-yl)methyl)-1-oxoisoindolin-2-yl)piperidine-2,6-dione